N-Methyl-N-oleoyltaurat CN(CCS(=O)(=O)[O-])C(CCCCCCC\C=C/CCCCCCCC)=O